2-((2-((4-(4-((2-(2,6-dioxopiperidin-3-yl)-4-fluoro-1-oxoisoindoline-5-yl)methyl)piperazin-1-yl)-2-methoxyphenyl)amino)-5-(trifluoromethyl)pyridin-4-yl)amino)-N-methylbenzamide O=C1NC(CCC1N1C(C2=CC=C(C(=C2C1)F)CN1CCN(CC1)C1=CC(=C(C=C1)NC1=NC=C(C(=C1)NC1=C(C(=O)NC)C=CC=C1)C(F)(F)F)OC)=O)=O